C[Si](C)(C)SCCC[Si](OC)(OC)C (trimethylsilyl)[3-(methyldimethoxysilyl)propyl] sulfide